C(C)OC=1C(=NC=C(C1)F)OC=1C=C(C=NC1)C1=NC=C(C=N1)C(=O)N[C@@H]1CN(CC[C@@H]1F)C(=O)OCC1=CC=CC=C1 benzyl (3R,4S)-3-[[(2-[5-[(3-ethoxy-5-fluoropyridin-2-yl)oxy]pyridin-3-yl]pyrimidin-5-yl)carbonyl]amino]-4-fluoropiperidine-1-carboxylate